6-chloro-3-iodo-N-[(4-methoxyphenyl)methyl]-N-methylimidazo[1,2-b]pyridazin-8-amine ClC=1C=C(C=2N(N1)C(=CN2)I)N(C)CC2=CC=C(C=C2)OC